amyl-dimethoxyfluorosilane C(CCCC)[Si](F)(OC)OC